7-chloro-1-[5-[(1S)-1-(2,2,6-trifluoro-1,3-benzodioxol-5-yl)ethoxy]-3-pyridyl]-3-(trifluoromethyl)-4,5,6,7-tetrahydroindazole ClC1CCCC=2C(=NN(C12)C=1C=NC=C(C1)O[C@@H](C)C1=CC2=C(OC(O2)(F)F)C=C1F)C(F)(F)F